1-amino-4-bis-(2'-hydroxyethyl)amino-benzene ethyl-4-[(1-tert-butoxycarbonyl-4-piperidyl)-methyl-amino]-6-cyano-2-methylsulfanyl-pyrimidine-5-carboxylate C(C)OC(=O)C=1C(=NC(=NC1C#N)SC)N(C)C1CCN(CC1)C(=O)OC(C)(C)C.NC1=CC=C(C=C1)N(CCO)CCO